ethyl 2-(3-((3-ethoxypropyl)amino)-2-oxo-6-phenylpyrazin-1(2H)-yl)acetate C(C)OCCCNC=1C(N(C(=CN1)C1=CC=CC=C1)CC(=O)OCC)=O